2-(3-(1-(2-(2-methoxyethoxy)ethyl)-5-(pentan-3-ylcarbamoyl)-1H-1,2,4-triazol-3-yl)phenyl)-N-(pentan-3-yl)oxazole-5-carboxamide COCCOCCN1N=C(N=C1C(NC(CC)CC)=O)C=1C=C(C=CC1)C=1OC(=CN1)C(=O)NC(CC)CC